CN([C@H](CNC(=O)[C@H]1[C@@](C1)(C1=CC=CC=C1)C)CC=1C=C2C=NNC2=CC1)C (1R,2R)-N-((S)-2-(dimethylamino)-3-(1H-indazol-5-yl)-propyl)-2-methyl-2-phenylcyclopropane-1-carboxamide